ClC=1C=C2C(=NC(=NC2=C(C1C1=C2C(=NNC2=CC=C1C)C)F)OC[C@H]1CN(CCO1)C)N1C[C@H](N(C[C@@H]1C)C(C=C)=O)C 1-((2R,5S)-4-(6-CHLORO-7-(3,5-DIMETHYL-1H-INDAZOL-4-YL)-8-FLUORO-2-(((R)-4-METHYLMORPHOLIN-2-YL)METHOXY)QUINAZOLIN-4-YL)-2,5-DIMETHYLPIPERAZIN-1-YL)PROP-2-EN-1-ONE